N1(N=NC=C1)C[C@H]1N(C[C@@H](C1)NC(=O)C=1OC(=NN1)C1=CC(=CC=C1)OC(F)(F)F)C(=O)OC(C)(C)C tert-Butyl (2S,4R)-2-((1H-1,2,3-triazol-1-yl)methyl)-4-(5-(3-(trifluoromethoxy)phenyl)-1,3,4-oxadiazole-2-carboxamido)pyrrolidine-1-carboxylate